4-(cis-2-(hydroxymethyl)cyclopentylamino)-2-(methylsulfonyl)pyrimidine-5-carboxamide OC[C@@H]1[C@@H](CCC1)NC1=NC(=NC=C1C(=O)N)S(=O)(=O)C